1-(2-methyltetrahydro-2H-pyran-4-yl)ethan-1-one CC1OCCC(C1)C(C)=O